N-methyl-N-(2-hydroxyethyl)ethylenediamine CN(CCN)CCO